trimethyl[2,3-(dioleyloxy)propyl]ammonium Chloride CCCCCCCC/C=C\CCCCCCCCOCC(C[N+](C)(C)C)OCCCCCCCC/C=C\CCCCCCCC.[Cl-]